CC1=CC=C(C=C1)S(=O)(=O)O (3S)-4-toluenesulphonic acid